1,3,5,7-tetramethyl-1,3,5-triazacyclooctane CN1CN(CN(CC(C1)C)C)C